CNC1=C(C(=O)NC)C=C(C=C1)O 2-methylamino-5-hydroxy-N-methylbenzamide